magnesium alloyl-nickel titanium [Ti].C(C=C)(=O)[Ni].[Mg]